(R)-3-(3-chloro-4-fluorophenyl)-1-((1-ethoxyisoquinolin-4-yl)methyl)-1-ethylurea ClC=1C=C(C=CC1F)NC(N(CC)CC1=CN=C(C2=CC=CC=C12)OCC)=O